3-(3,4-Dimethoxyphenyl)-5-(1-(2,6-dimethylpyridin-4-yl)piperidin-4-yl)-2-methyl-1H-pyrrolo[2,3-c]pyridin COC=1C=C(C=CC1OC)C1=C(NC2=CN=C(C=C21)C2CCN(CC2)C2=CC(=NC(=C2)C)C)C